ClC=1C(N(C(=CC1OCC1=NC=C(C=C1F)F)C)C1=C(C(=NC=C1)C1=NC(=NC=C1)C(C(=O)OC)(C)C)C)=O methyl 2-(4-{3-chloro-4-[(3,5-difluoropyridin-2-yl)methoxy]-3',6-dimethyl-2-oxo-[1,4'-bipyridin]-2'-yl} pyrimidin-2-yl)-2-methylpropanoate